2-(((trans-4-aminocycloheptyl)thio)methyl)-8-methylquinazolin-4(3H)-one N[C@@H]1CC[C@H](CCC1)SCC1=NC2=C(C=CC=C2C(N1)=O)C